(R)-methyl 2-(1-(tert-butoxycarbonyl)piperidin-3-yl)-1-(cyclopropylmethyl)-7-(3-ethylpyridin-4-yl)-3-fluoro-1H-indole-5-carboxylate C(C)(C)(C)OC(=O)N1C[C@@H](CCC1)C=1N(C2=C(C=C(C=C2C1F)C(=O)OC)C1=C(C=NC=C1)CC)CC1CC1